furo[de]chromene O1C=CC2=C3C(C=CC=C13)=CO2